6-(3,5-dimethylbenzyl)-1-[(2-hydroxyethoxy)methyl]-5-isopropyl-uracil CC=1C=C(CC2=C(C(NC(N2COCCO)=O)=O)C(C)C)C=C(C1)C